(7-methoxy-9H-pyrido[3,4-b]indol-1-yl)-3-(p-tolyl)propanamide COC1=CC=C2C3=C(NC2=C1)C(=NC=C3)C(C(=O)N)CC3=CC=C(C=C3)C